2-(4,6-bis(trifluoromethyl)pyrimidin-2-ylamino)-N-(4-fluorophenyl)-N-methylacetamide FC(C1=NC(=NC(=C1)C(F)(F)F)NCC(=O)N(C)C1=CC=C(C=C1)F)(F)F